4,5-dihexyl-1,2-benzenediol C(CCCCC)C=1C=C(C(=CC1CCCCCC)O)O